7-[3-(4-fluoro-1H-pyrazol-1-yl)azetidin-1-yl]-5-methyl-4-oxo-1-(1,3-thiazol-2-yl)-1,4-dihydro-1,8-naphthyridine-3-carboxylic acid FC=1C=NN(C1)C1CN(C1)C1=CC(=C2C(C(=CN(C2=N1)C=1SC=CN1)C(=O)O)=O)C